C1(CCCCC1)C1=CC=C(C=C1)NC=1C2=C(N=C(N1)N(CC1=NOC=C1)C)C(N(C2)C(C)C)=O 4-[(4-cyclohexylphenyl)amino]-2-{methyl-[(1,2-oxazol-3-yl)methyl]amino}-6-(prop-2-yl)-5,6-dihydro-7H-pyrrolo[3,4-d]pyrimidin-7-one